N-(2-benzyloxypyrazolo[1,5-a]pyridin-6-yl)-4-methyl-N-(3-methylbut-3-enyl)benzenesulfonamide C(C1=CC=CC=C1)OC1=NN2C(C=CC(=C2)N(S(=O)(=O)C2=CC=C(C=C2)C)CCC(=C)C)=C1